(4-benzylamino-2-cyanophenyl)piperazine-1-carboxylic acid ethyl ester C(C)OC(=O)N1C(CNCC1)C1=C(C=C(C=C1)NCC1=CC=CC=C1)C#N